3-[(3-Methylphenyl)ethynyl]-5,6-dihydroimidazo[1,2-a]pyrazine-7(8H)-carboxylic acid tert-butyl ester C(C)(C)(C)OC(=O)N1CC=2N(CC1)C(=CN2)C#CC2=CC(=CC=C2)C